(3-(cyclopropylmethoxy)-4-(difluoromethoxy)phenyl)nicotinic acid C1(CC1)COC=1C=C(C=CC1OC(F)F)C1=C(C(=O)O)C=CC=N1